N1C=NC=2N=CNC2C1=O.[Na] sodium hypoxanthine